tert-butyl (3-formylcyclobutyl)carbamate C(=O)C1CC(C1)NC(OC(C)(C)C)=O